7-beta-D-glucopyranosyl-9,10-dihydro-1-methyl-9,10-dioxo-3,5,6,8-tetrahydroxy-2-anthracenecarboxylic acid [C@@H]1([C@H](O)[C@@H](O)[C@H](O)[C@H](O1)CO)C1=C(C(=C2C(C=3C=C(C(=C(C3C(C2=C1O)=O)C)C(=O)O)O)=O)O)O